C1(=CC1)C[C@H](CC(=O)NO)C(=O)N1CC2(CC2)C[C@H]1C(C1=CC=C(C=C1)OC)=O (R)-3-(cyclopropenylmethyl)-N-hydroxy-4-((S)-6-(4-methoxybenzoyl)-5-azaspiro[2.4]heptan-5-yl)-4-oxobutanamide